FC=1C=C(C=CC1F)C(=O)NN1C=CC2=CC=CC=C12 N-([3,4-difluoro-phenyl]-Formamido)-indole